1-(4-{4-[2-(4,4-difluoropiperidin-1-yl)acetamido]-1H-1,2,3-triazol-1-yl}butyl)-N-[(6-methylpyridin-3-yl)methyl]-1H-1,2,3-triazole-4-carboxamide FC1(CCN(CC1)CC(=O)NC=1N=NN(C1)CCCCN1N=NC(=C1)C(=O)NCC=1C=NC(=CC1)C)F